ClC1=NC(=NC=C1)CN1CCN(CC1)C=1NC(C2=C(N1)N(CCC2)C)=O 2-[4-[(4-Chloropyrimidin-2-yl)methyl]piperazin-1-yl]-8-methyl-3,5,6,7-tetrahydropyrido[2,3-d]pyrimidin-4-one